dinaphtho[1,2-b:2',3'-d]thiophene C1=CC=CC=2C=CC3=C(SC4=C3C=C3C=CC=CC3=C4)C12